nickel (1-methylheptyl)phosphonate CC(CCCCCC)P([O-])([O-])=O.[Ni+2]